FC1=C(C(=O)N[C@H](C)C=2C=NC(=NC2)C)C=C(C=C1C=1SC(=CN1)C)OC[C@H]1CN(CCO1)C 2-Fluoro-5-(((R)-4-methylmorpholin-2-yl)methoxy)-N-((R)-1-(2-methylpyrimidin-5-yl)ethyl)-3-(5-methylthiazol-2-yl)benzamide